(S)-N-(2-nitrophenyl)-2-(4-phenylthiazol-2-yl)pyrrolidine-1-carboxamide [N+](=O)([O-])C1=C(C=CC=C1)NC(=O)N1[C@@H](CCC1)C=1SC=C(N1)C1=CC=CC=C1